4-[3,4-Dicarboxy-2-[4-(3-oxo-3-phenylprop-1-enyl)phenoxy]phenyl]-3-[4-(3-oxo-3-phenylprop-1-enyl)phenoxy]phthalic acid C(=O)(O)C=1C(=C(C=CC1C(=O)O)C=1C(=C(C(C(=O)O)=CC1)C(=O)O)OC1=CC=C(C=C1)C=CC(C1=CC=CC=C1)=O)OC1=CC=C(C=C1)C=CC(C1=CC=CC=C1)=O